(2S)-8-((5-Bromooxazolo[4,5-b]pyridin-2-yl)amino)octahydroindolizin-2-ol 2,2,2-trifluoroacetate FC(C(=O)O)(F)F.BrC1=CC=C2C(=N1)N=C(O2)NC2CCCN1C[C@H](CC21)O